FC1=C(CNC(=O)C=2N=CN(C2)C2=NC(=NC=C2C)N[C@@H]2COCC2)C(=CC=C1)F (S)-N-(2,6-difluoro-benzyl)-1-(5-methyl-2-((tetrahydro-furan-3-yl)amino)-pyrimidin-4-yl)-1H-imidazole-4-carboxamide